FC(C1=CC=C(N=N1)NC1CC2(CN(C2)C(=O)N2CC3(C2)NC(OC3)=O)C1)(F)F 2-[6-[[6-(trifluoromethyl)pyridazin-3-yl]amino]-2-azaspiro[3.3]heptane-2-carbonyl]-7-oxa-2,5-diazaspiro[3.4]octan-6-one